2-(9-(3-chlorospiro[fluorene-9,9'-thioxanthen]-3'-yl)dibenzo[b,d]furan-4-yl)-4,6-diphenyl-1,3,5-triazine ClC=1C=CC2=C(C1)C1=CC=CC=C1C21C2=CC=CC=C2SC=2C=C(C=CC12)C1=CC=CC2=C1C1=C(O2)C(=CC=C1)C1=NC(=NC(=N1)C1=CC=CC=C1)C1=CC=CC=C1